4-[(1s,6r)-3,9-diazabicyclo[4.2.1]non-3-yl]-7-(8-ethylnaphthalen-1-yl)-8-fluoroquinazoline [C@@H]12CN(CC[C@@H](CC1)N2)C2=NC=NC1=C(C(=CC=C21)C2=CC=CC1=CC=CC(=C21)CC)F